3-Ethynyl-5-fluorobenzyl-carbamic acid tert-butyl ester C(C)(C)(C)OC(NCC1=CC(=CC(=C1)F)C#C)=O